4-ETHYNYL-3-METHYL-1H-PYRROLE-2-CARBALDEHYDE C(#C)C=1C(=C(NC1)C=O)C